(R)-(+)-1-(4-trifluoromethoxyphenyl)propyl isocyanate FC(OC1=CC=C(C=C1)[C@@H](CC)N=C=O)(F)F